ClC1=CC(=C(C=C1)C=1C=NC(=NC1C1=CC(=NC=C1)C)CC(C)C)F 5-(4-chloro-2-fluorophenyl)-2-isobutyl-6-(2-methylpyridin-4-yl)pyrimidin